2-(5-fluoro-2-hydroxyphenyl)-4(s)-phenylimidazole FC=1C=CC(=C(C1)C=1NC=C(N1)C1=CC=CC=C1)O